C(C1=CC=CC=C1)C1=C(SC=2N3C(COCC21)=NN=C3C)C#CC=3C=NN(C3)CCCC#CC3=C2CN(C(C2=C(C=C3)F)=O)C3C(NC(CC3)=O)=O 3-(4-(5-(4-((3-Benzyl-9-methyl-4H,6H-thieno[2,3-e][1,2,4]triazolo[3,4-c][1,4]oxazepin-2-yl)ethynyl)-1H-pyrazol-1-yl)pent-1-yn-1-yl)-7-fluoro-1-oxoisoindolin-2-yl)piperidin-2,6-dion